2,9-difluoro-3-piperazin-1-yl-5-ethyl-5H-indolo[3,2-c]quinoline FC=1C=C2C=3C(=CN(C2=CC1N1CCNCC1)CC)C1=CC=C(C=C1N3)F